2,6-di(methyl)-6-[4-[tris(fluorenyl)methoxy]-1-piperidyl]-3,5,7,8-tetrahydroquinazolin-4-one CC1=NC=2CCC(CC2C(N1)=O)(N1CCC(CC1)OC(C1=CC=CC=2C3=CC=CC=C3CC12)(C1=CC=CC=2C3=CC=CC=C3CC12)C1=CC=CC=2C3=CC=CC=C3CC12)C